(R)-2-((2,4-dimethoxybenzyl)amino)-4-((1-hydroxypentan-2-yl)amino)-1,5-naphthyridine-3-carboxylic acid ethyl ester C(C)OC(=O)C=1C(=NC2=CC=CN=C2C1N[C@@H](CO)CCC)NCC1=C(C=C(C=C1)OC)OC